(E)-N-(4-(1-(4-(4-(2-(2-((2-(2,6-dioxopiperidin-3-yl)-1-oxoisoindolin-4-yl)thio)ethoxy)acetyl)piperazin-1-yl)benzoyl)piperidin-4-yl)butyl)-3-(pyridin-3-yl)acrylamide O=C1NC(CCC1N1C(C2=CC=CC(=C2C1)SCCOCC(=O)N1CCN(CC1)C1=CC=C(C(=O)N2CCC(CC2)CCCCNC(\C=C\C=2C=NC=CC2)=O)C=C1)=O)=O